CC1(CCC=2C(=NNC2C1)C(=O)O)C 6,6-Dimethyl-1,4,5,7-tetrahydroindazole-3-carboxylic acid